lithium phenyl-2,4,6-trimethylbenzoyl-phosphine tert-Butyl-(1-(4-methyl-3-((1-(naphthalene-1-yl)cyclopropyl)carbamoyl)phenoxy)propan-2-yl)carbamate C(C)(C)(C)N(C([O-])=O)C(COC1=CC(=C(C=C1)C)C(NC1(CC1)C1=CC=CC2=CC=CC=C12)=O)C.C1(=CC=CC=C1)PC(C1=C(C=C(C=C1C)C)C)=O.[Li+]